mannosyl-sorbitol methyl-methacrylate CC=C(C(=O)O)C.C1([C@@H](O)[C@@H](O)[C@H](O)[C@H](O1)CO)C(O)[C@H](O)[C@@H](O)[C@H](O)[C@H](O)CO